2-[[6-[5-cyclopropyl-3-methyl-4-oxo-6-(trifluoromethyl)imidazo[4,5-c]pyridin-2-yl]-5-ethylsulfanyl-3-pyridinyl]oxy]-2-methyl-propionitrile C1(CC1)N1C(C2=C(C=C1C(F)(F)F)N=C(N2C)C2=C(C=C(C=N2)OC(C#N)(C)C)SCC)=O